F[C@H]1[C@@H](CCCC1)N1N=NN=C1CCCCOC=1C=C2CCC(NC2=CC1)=O 6-(4-(1-((1R,2R)-2-fluorocyclohexyl)-1H-tetrazol-5-yl)butoxy)-3,4-dihydroquinolin-2(1H)-one